N-(3-chloro-5-(methylsulfonyl)phenyl)-4-(5-cyano-3-methylpyridin-2-yl)-5-methylthiophene-2-carboxamide ClC=1C=C(C=C(C1)S(=O)(=O)C)NC(=O)C=1SC(=C(C1)C1=NC=C(C=C1C)C#N)C